1-(benzyloxy)-2-chloro-3-nitrobenzene C(C1=CC=CC=C1)OC1=C(C(=CC=C1)[N+](=O)[O-])Cl